aurastatine N[Au](CC(C)C)[C@@H](O)CC(O)=O